([1,1'-biphenyl]-4-yl)-9,9-dimethyl-N-(4-(9-phenyl-9H-carbazol-3-yl)phenyl)-9H-fluoren-2-amine C1(=CC=C(C=C1)C1=C(C=CC=2C3=CC=CC=C3C(C12)(C)C)NC1=CC=C(C=C1)C=1C=CC=2N(C3=CC=CC=C3C2C1)C1=CC=CC=C1)C1=CC=CC=C1